1-Ethyl-2-methylpyrrolidinium methansulfonat CS(=O)(=O)[O-].C(C)[NH+]1C(CCC1)C